C(CCCCCCCCCC)OCC 2-(undecyloxy)-ethane